C1(=CC=CC2=CC=CC=C12)S(=O)(=O)[O-] naphthalene-sulfonate